(+/-)-(trans)-4-[3-(2-methoxyethoxy)phenyl]-2-methylpiperidine-1,3-dicarboxylic acid 1-tert-butyl 3-ethyl ester C(C)OC(=O)C1C(N(CCC1C1=CC(=CC=C1)OCCOC)C(=O)OC(C)(C)C)C